2-(10-bromoanthracene-9-yl)-4,6-diphenyl-1,3,5-triazine BrC1=C2C=CC=CC2=C(C2=CC=CC=C12)C1=NC(=NC(=N1)C1=CC=CC=C1)C1=CC=CC=C1